3-amino-1-(6-methoxy-5-nitropyridin-3-yl)-1H-pyrazole-4-carboxylic acid ethyl ester C(C)OC(=O)C=1C(=NN(C1)C=1C=NC(=C(C1)[N+](=O)[O-])OC)N